1-(2-(4-fluorophenyl)-3-(2-(trifluoromethyl)pyridin-4-yl)-6,7-dihydropyrazolo[1,5-a]pyrazin-5(4H)-yl)ethan-1-one FC1=CC=C(C=C1)C1=NN2C(CN(CC2)C(C)=O)=C1C1=CC(=NC=C1)C(F)(F)F